dibutyl 3-methylcyclohexane-1,2-dicarboxylate CC1C(C(CCC1)C(=O)OCCCC)C(=O)OCCCC